[Ca].OC1=C(C=C(C=C1)O)S(=O)(=O)O 2,5-dihydroxybenzenesulfonic acid calcium